OCCOC=1C=C2C=CC(OC2=CC1)=O 6-(2-hydroxyethyloxy)coumarin